6-(4,4-difluoropiperidin-1-yl)-5-fluoropyridin FC1(CCN(CC1)C1=C(C=CC=N1)F)F